C(C)OC(/C(=C\NCCCCCC)/C(F)(F)F)=O (E)-3-(hexylamino)-2-(trifluoromethyl)acrylic acid ethyl ester